F[P-](F)(F)(F)(F)F.ClC=1C=CC2=C(N(N=N2)O[P+](N2CCCC2)(N2CCCC2)N2CCCC2)C1 6-chloro-benzotriazole-1-yloxy-trispyrrolidinophosphonium hexafluorophosphate